OC12C(CC(OC1OC1C(C(C(C(C1O2)NC)O)NC)O)C)=O 8,12,14-trihydroxy-5-methyl-11,13-bis(methylamino)-2,4,9-trioxatricyclo[8.4.0.03,8]tetradecan-7-one